tert-butyl (RS)-(4,4-difluorocyclohexyl)(2-(piperidin-3-yl)ethyl)carbamate FC1(CCC(CC1)N(C(OC(C)(C)C)=O)CC[C@@H]1CNCCC1)F |r|